N1CCC(CC1)N1N=CC2=C(C1=O)SC=N2 6-(piperidin-4-yl)thiazolo[4,5-d]pyridazin-7(6H)-one